C(C)N1N=C(C=C1C(F)(F)F)C=1C=C2CN(C(C2=CC1)=O)C1C(N(C(CC1)=O)CC1=CC=C(C=C1)OC)=O (5-(1-ethyl-5-(trifluoromethyl)-1H-pyrazol-3-yl)-1-oxoisoindolin-2-yl)-1-(4-methoxybenzyl)piperidine-2,6-dione